N-((S)-1-((S)-4-benzyl-4,5-dihydrooxazol-2-yl)-2-methylpropyl)benzamide C(C1=CC=CC=C1)[C@@H]1N=C(OC1)[C@H](C(C)C)NC(C1=CC=CC=C1)=O